C(CCC)N1C(C2(C3=CC(=CC=C13)F)C(=CC=1C(OC3=C(C12)C=C(C=C3)Cl)C3=CC(=CC=C3)OC)C#N)=O butyl-8-chloro-5'-fluoro-4-(3-methoxyphenyl)-2'-oxo-4H-spiro[cyclopenta[c]benzopyran-1,3'-indoline]-2-carbonitrile